[N+](=O)([O-])C1CCCCC1O 6-nitrocyclohexane-1-ol